IC=1C=C(OCCCN(C)C)C=CC1 3-(3-iodophenoxy)-N,N-dimethylpropane-1-amine